(4-nitro-benzyl)zinc (II) bromide [Br-].[N+](=O)([O-])C1=CC=C(C[Zn+])C=C1